3-(4-bromo-5-fluoro-3-methyl-2-oxo-benzimidazol-1-yl)piperidine-2,6-dione BrC1=C(C=CC=2N(C(N(C21)C)=O)C2C(NC(CC2)=O)=O)F